NC1=NC=2C=CC=CC2C2=C1N=CN2[C@@H](CCCNC(C)=O)COCC N-[(4S)-4-(4-aminoimidazo[4,5-c]quinolin-1-yl)-5-ethoxy-pentyl]acetamide